FC1=C(C(=CC=C1)F)C=1OCC(N1)C1=CC=C(C=C1)CSSCCC1=CC=C(C=C1)C 2-(2,6-Difluorophenyl)-4-(4-(((4-methylphenethyl)disulfaneyl)methyl)phenyl)-4,5-dihydrooxazole